ClCC(=O)N(C1=CC=C(C=C1)C1=CN=CO1)C(C(=O)NC1CCC(CC1)(F)F)C=1C=NC=NC1 2-chloro-N-(2-((4,4-difluorocyclohexyl)amino)-2-oxo-1-(pyrimidin-5-yl)ethyl)-N-(4-(oxazol-5-yl)phenyl)acetamide